5-guanidino-2-(methylamino)pentanoic acid N(C(=N)N)CCCC(C(=O)O)NC